(3-sulfopropyl) disulphide S(=O)(=O)(O)CCCSSCCCS(=O)(=O)O